OC1CCC(CC1)C1=C(C=CC=C1)C1CCN(CC1)[C@H]1CC2(CN(C2)C(=O)OC(C)(C)C)CC1 Tert-butyl (R)-6-(4-(2-(4-hydroxycyclohexyl) phenyl) piperidin-1-yl)-2-azaspiro[3.4]octane-2-carboxylate